7,7-dimethyl-2,3-dioxobicyclo[2.2.1]Heptane CC1(C2C(C(C1CC2)=O)=O)C